FC(C(=O)[O-])(F)F.N1=NC(=NN=C1)C=1C=C(C[NH+](CC(=O)O)CC(=O)O)C=CC1 N-(3-(1,2,4,5-tetrazin-3-yl)benzyl)-1-carboxy-N-(carboxymethyl)methanaminium 2,2,2-trifluoroacetate